C(C)(SC1=CC=C(C=C1)C#C[Si](C)(C)C)=O S-(4-((trimethylsilyl) ethynyl) phenyl) ethanethioate